2-bromo-5-(2-hydroxyethoxy)benzonitrile BrC1=C(C#N)C=C(C=C1)OCCO